6-(4-((tert-butoxycarbonyl)amino)butoxy)quinoline-4-carboxylic acid methyl ester COC(=O)C1=CC=NC2=CC=C(C=C12)OCCCCNC(=O)OC(C)(C)C